C(C)OC(=O)C=1N=C(SC1)N(CC1=CC(=CC=C1)OC)CC1=CC=CC=C1 2-(benzyl-(3-methoxybenzyl)amino)thiazole-4-carboxylic acid ethyl ester